2-oxa-6-azaspiro[3.3]heptane hydrochloride Cl.C1OCC12CNC2